C(#N)C1=CC=C(OC2CCN(CC2)C2=C(C(N(C3=CC=CC=C23)C)=O)C#N)C=C1 4-[4-(4-Cyanophenoxy)piperidin-1-yl]-1-methyl-2-oxo-1,2-dihydroquinoline-3-carbonitrile